4-((3-azaspiro[5.5]undec-9-yl)methyl)piperazine-1-carboxylic acid tert-butyl ester C(C)(C)(C)OC(=O)N1CCN(CC1)CC1CCC2(CCNCC2)CC1